tert-butyl (S)-5-(3-adamantan-1-yl-methyl-1,2,4-oxadiazol-5-yl)-5-aminopentylcarbamate C12(CC3CC(CC(C1)C3)C2)C2N(OC(=N2)[C@H](CCCCNC(OC(C)(C)C)=O)N)C